BrCCC=C(CCC1=CC2=C(OCO2)C=C1)C 5-(6-bromo-3-methyl-hex-3-en-1-yl)benzo[d][1,3]dioxole